COC=1C=C2C=CC(=CC2=CC1)C1SCCCS1 2-(6-methoxynaphthalen-2-yl)-1,3-dithiane